trimethylolpropane trithioacetate C(C)(=S)O.C(C)(=S)O.C(C)(=S)O.C(O)C(CC)(CO)CO